6-(1-methylpyrrolidin-3-yl)oxy-1-(4-piperidyl)-3H-imidazo[4,5-b]pyridin-2-one, trihydrochloride Cl.Cl.Cl.CN1CC(CC1)OC=1C=C2C(=NC1)NC(N2C2CCNCC2)=O